(3R,8S*)-N-(2-Bromo-3-fluoropyridin-4-yl)-11,11-difluoro-8-(2-hydroxypropan-2-yl)-3-methyl-3,4,8,9,10,11-hexahydro-1H-pyrido[4',3':3,4]pyrazolo[1,5-a]azepine-2(7H)-carboxamide BrC1=NC=CC(=C1F)NC(=O)N1CC=2C(=NN3C2C(CC[C@@H](C3)C(C)(C)O)(F)F)C[C@H]1C |o1:21|